CN(S(=O)(=O)C1=CC=2N(C=C1)N=CN2)C(C(F)(F)F)C2=CC=C(C=C2)C(F)(F)F N-methyl-N-(2,2,2-trifluoro-1-(4-(trifluoromethyl)phenyl)ethyl)-[1,2,4]triazolo[1,5-a]pyridine-7-sulfonamide